OC1=NN(C=C1C(C)C)C(=O)OC(C)(C)C tert-butyl 3-hydroxy-4-isopropyl-1H-pyrazole-1-carboxylate